5-[4-(3-([2-(furan-3-yl)-6-methylthieno[2,3-d]pyrimidin-4-yl]amino)propyl)phenyl]-N,N-dimethylpyridin-2-amine O1C=C(C=C1)C=1N=C(C2=C(N1)SC(=C2)C)NCCCC2=CC=C(C=C2)C=2C=CC(=NC2)N(C)C